BrC1=CC2=C(N=C(N=C2)NC2CNC(CC2)=O)N(C1=O)C 6-Bromo-8-methyl-2-((6-oxopiperidin-3-yl)amino)pyrido[2,3-d]pyrimidin-7(8H)-one